(2S,3S,4R,5S)-2-(((((2-(Benzyloxy)ethyl)amino)(phenoxy)phosphoryl)oxy)methyl)-4-fluoro-5-(5-methyl-2,4-dioxo-3,4-dihydropyrimidin-1(2H)-yl)tetrahydrofuran-3-yl acetate C(C)(=O)O[C@H]1[C@@H](O[C@@H]([C@@H]1F)N1C(NC(C(=C1)C)=O)=O)COP(=O)(OC1=CC=CC=C1)NCCOCC1=CC=CC=C1